OC1=CC=C(C=C1)C1CN(CCC1)C(=O)OC(C)(C)C tert-butyl 3-(4-hydroxyphenyl)piperidine-1-carboxylate